2,4,7-trichloro-3-nitroquinoline ClC1=NC2=CC(=CC=C2C(=C1[N+](=O)[O-])Cl)Cl